The molecule is a glycosylfucose consisting of an alpha-D-glucopyranose residue and an alpha-L-fucopyranose residue joined in sequence by a (1->4) glycosidic bond. It derives from an alpha-L-fucose and an alpha-D-glucose. C[C@H]1[C@H]([C@H]([C@@H]([C@@H](O1)O)O)O)O[C@@H]2[C@@H]([C@H]([C@@H]([C@H](O2)CO)O)O)O